O1C=CC2=C1C=C(C=C2)C=2C=C1CN(CC1=CC2)C(=O)NC2=CNC1=CC=CC=C21 5-benzofuran-6-yl-N-(1H-indol-3-yl)isoindoline-2-carboxamide